BrC1=C(C=CC=C1Cl)C1=CC=CC=C1 bromo-3-chloro-1,1'-biphenyl